3-(3-chloro-4-morpholinylphenyl)-1-(6-chloroquinazolin-4-yl)-1H-1,2,4-triazole-3,5-diamine ClC=1C=C(C=CC1N1CCOCC1)C1(NN(C(=N1)N)C1=NC=NC2=CC=C(C=C12)Cl)N